ClC1=C(C=CC=C1C1=C(C(=CC=C1)NC=1C2=C(N=C(N1)C(C)C)C=CC=N2)Cl)NC(=O)C2=NN1C([C@@H](CCC1)N1CC(C1)C(=O)OC)=C2 methyl 1-[(4R)-2-[[2-chloro-3-[2-chloro-3-[(2-isopropylpyrido[3,2-d]pyrimidin-4-yl)amino]phenyl]phenyl]carbamoyl]-4,5,6,7-tetrahydropyrazolo[1,5-a]pyridin-4-yl]azetidine-3-carboxylate